N1(C=NC=C1)C1=NC(=NC=C1)C(=O)NC1CC(C1)OC1=CC=CC=C1 4-(1H-imidazol-1-yl)-N-((1r,3r)-3-phenoxycyclobutyl)pyrimidine-2-carboxamide